FC1=C(N=CC2=C1N=C(N=C2O)O)C2=CC=CC1=CC=CC=C21 8-fluoro-7-(naphthalen-1-yl)pyrido[4,3-d]pyrimidine-2,4-diol